ClC1=NC=C(C(=N1)Cl)COC1CC(C1)F 2,4-dichloro-5-((3-fluorocyclobutoxy)methyl)pyrimidine